C(#N)C1=CC=C(C=C1)NC(NC=1C=C(C=CC1)NS(=O)(=O)C)=O N-(3-(3-(4-cyanophenyl)ureido)phenyl)methanesulfonamide